C(#N)CC1=CC=C(C=C1)NC(=O)C12CC3CC(CC(C1)C3)C2 Adamantane-1-carboxylic acid (4-cyanomethyl-phenyl)-amide